COCCN1C(=NC=2C1=NC(=CC2)C=2C=CN1N=C(N=CC12)N[C@@H]1C[C@@H](C1)N1CCOCC1)C 5-(3-(2-methoxyethyl)-2-methyl-3H-imidazo[4,5-b]pyridin-5-yl)-N-(cis-3-morpholinocyclobutyl)pyrrolo[2,1-f][1,2,4]triazin-2-amine